Tert-Butyl N-(2-{[4-(2,6-Difluoro-4-Nitrophenoxy)-6-Methoxyquinolin-7-yl]Oxy}ethyl)-N-Methylcarbamate FC1=C(OC2=CC=NC3=CC(=C(C=C23)OC)OCCN(C(OC(C)(C)C)=O)C)C(=CC(=C1)[N+](=O)[O-])F